C(C)(C)(C)OC(=O)N[C@H](CC(=O)OC(C)(C)C)CI tert-butyl (R)-3-((tert-butoxycarbonyl)amino)-4-iodobutanoate